N-[6-(difluoromethoxy)-1,3-benzothiazol-2-yl]adamantane-1-carboxamide FC(OC1=CC2=C(N=C(S2)NC(=O)C23CC4CC(CC(C2)C4)C3)C=C1)F